C[Si](O[Si](C)(C)CCCN1C(C=CC1=O)=O)(C)CCCN1C(C=CC1=O)=O 1'-((1,1,3,3-tetramethyldisiloxane-1,3-diyl)bis(propane-3,1-diyl))bis(1H-pyrrole-2,5-dione)